COC1=CC=CC=C1C[NH2+]CCCCCC[NH2+]CCCCCCCC[NH2+]CCCCCC[NH2+]CC2=CC=CC=C2OC The molecule is an organic cation obtained by protonation of the four amino groups of methoctramine. It is an ammonium ion derivative and an organic cation. It is a conjugate acid of a methoctramine.